N-(tert-butyl)-3-((13S,15S,Z)-16-(hydroxymethylene)-13-methyl-17-oxo-7,8,9,11,12,13,14,15,16,17-decahydro-6H-cyclopenta[a]phenanthren-15-yl)propanamide C(C)(C)(C)NC(CC[C@H]/1C2C3CCC=4C=CC=CC4C3CC[C@@]2(C(\C1=C/O)=O)C)=O